(E)-3-(4-((E)-2-(2-chloro-4-fluorophenyl)-2-cyclopropyl-1-(4-fluoro-1H-indazol-5-yl)vinyl)phenyl)acrylic acid ClC1=C(C=CC(=C1)F)/C(=C(/C=1C(=C2C=NNC2=CC1)F)\C1=CC=C(C=C1)/C=C/C(=O)O)/C1CC1